4-((((1RS,4SR,6SR)-2-azabicyclo[2.2.1]heptan-6-yl)oxy)methyl)-5-cyclopropyl-3-(2,6-dichlorophenyl)isoxazole [C@H]12NC[C@H](C[C@@H]1OCC=1C(=NOC1C1CC1)C1=C(C=CC=C1Cl)Cl)C2 |r|